NC1=C2CC[C@@H](N(C2=CC=C1)C(=O)OC)C methyl (S)-5-amino-2-methyl-3,4-dihydroquinoline-1(2H)-carboxylate